COC(=O)C=1C(=NC2=CC=CC(=C2C1)Cl)O 5-chloro-2-hydroxyquinoline-3-carboxylic acid methyl ester